ClC1=CC=C(C=C1)S(=O)(=O)N1C2=C(NC3=C(C1=O)C=CC=C3)C=C(C=C2)OC 10-((4-chlorophenyl)sulfonyl)-7-methoxy-5,10-dihydro-11H-dibenzo[b,e][1,4]diazepin-11-one